(1-cyclopropyl-1-(3-(((trans)-4-(2-fluoro-5-methoxyphenyl)cyclohexyl)methoxy)phenyl)propan-2-yl)phosphonic acid C1(CC1)C(C(C)P(O)(O)=O)C1=CC(=CC=C1)OC[C@@H]1CC[C@H](CC1)C1=C(C=CC(=C1)OC)F